N-(3-aminopropyl)-N-methyloctanamide NCCCN(C(CCCCCCC)=O)C